COCCN(C1CCC(CC1)N)C N4-(2-methoxyethyl)-N4-methyl-cyclohexane-1,4-diamine